tert-butyl-4-(4-(3-(2,6-bis(benzyloxy)pyridin-3-yl)-7-fluoro-1-methyl-1H-indazol-6-yl)-1,2,3,6-tetrahydropyridine-1-carbonyl)-3-methylpiperidine-1-carboxylate C(C)(C)(C)OC(=O)N1CC(C(CC1)C(=O)N1CCC(=CC1)C1=CC=C2C(=NN(C2=C1F)C)C=1C(=NC(=CC1)OCC1=CC=CC=C1)OCC1=CC=CC=C1)C